(2S)-2-[[4-[(4-nitrophenoxy)carbonyl oxy methyl] phenyl] carbamoyloxy]propanoate [N+](=O)([O-])C1=CC=C(OC(=O)OCC2=CC=C(C=C2)NC(=O)O[C@H](C(=O)[O-])C)C=C1